C[Cu] methyl-copper